FC1=CC=C(C(=N1)C(=O)O)O 6-fluoro-3-hydroxypicolinic acid